9,9',9'',9'''-(4-(2-(4,6-diphenylpyrimidin-2-yl)phenyl)pyridine-2,3,5,6-tetrayl)tetrakis(9H-carbazole) C1(=CC=CC=C1)C1=NC(=NC(=C1)C1=CC=CC=C1)C1=C(C=CC=C1)C1=C(C(=NC(=C1N1C2=CC=CC=C2C=2C=CC=CC12)N1C2=CC=CC=C2C=2C=CC=CC12)N1C2=CC=CC=C2C=2C=CC=CC12)N1C2=CC=CC=C2C=2C=CC=CC12